FC1(OC(=C(O1)C(F)(F)F)C(F)(F)F)F perfluoro-(dimethyl-dioxole)